4-bromo-5-fluoro-2-nitro-N-((tetrahydro-2H-pyran-4-yl)methyl)aniline BrC1=CC(=C(NCC2CCOCC2)C=C1F)[N+](=O)[O-]